6-(methylsulfonyloxymethyl)-2-azaspiro[3.3]Heptane-2-carboxylic acid tert-butyl ester C(C)(C)(C)OC(=O)N1CC2(C1)CC(C2)COS(=O)(=O)C